C(#C)[Sn](C#C)(C#C)C#C tetraethynyl-tin (IV)